C12(CC3CC(CC(C1)C3)C2)NC2=CC=C(C=C2)C2=CC=CC3=CC=CC=C23 (adamantan-1-yl)-N-(4-(naphthalene-1-yl)phenyl)amine